COC=1C(=C2C=CNC2=C(C1)C)CN1[C@H](C[C@@H](CC1)NC1COC1)C1=C(C(=O)O)C=CC=C1 (2R,4r)-(1-((5-methoxy-7-methyl-1H-indol-4-yl)methyl)-4-(oxetan-3-ylamino)piperidin-2-yl)benzoic acid